2-[[6-chloro-2-[2-(3,3-difluoropyrrolidin-1-yl)-4-(2-fluorophenyl)-3-pyridinyl]imidazo[4,5-c]pyridin-3-yl]methoxy]ethyl-trimethyl-silane ClC1=CC2=C(C=N1)N(C(=N2)C=2C(=NC=CC2C2=C(C=CC=C2)F)N2CC(CC2)(F)F)COCC[Si](C)(C)C